(R)-2-(5-(5-(1-(3,5-dichloro-2-fluoropyridin-4-yl)ethoxy)-1H-indazol-3-yl)pyridin-2-yl)-6-oxa-2-azaspiro[3.4]octane ClC=1C(=NC=C(C1[C@@H](C)OC=1C=C2C(=NNC2=CC1)C=1C=CC(=NC1)N1CC2(C1)COCC2)Cl)F